(((2R,7aS)-2-fluorotetrahydro-1H-pyrrolizin-7a(5H)-yl)methoxy)quinazolin F[C@@H]1C[C@@]2(CCCN2C1)COC1=NC2=CC=CC=C2C=N1